FC(C=1C=C2C=NC(=NC2=C(C1)N1CC2(CC1)CN(CC2)S(=O)(=O)C)NC2[C@@H]1CN(C[C@H]21)C)F 6-(difluoromethyl)-N-((1R,5S,6s)-3-methyl-3-azabicyclo[3.1.0]hexan-6-yl)-8-(7-(methylsulfonyl)-2,7-diazaspiro[4.4]nonan-2-yl)quinazolin-2-amine